NC=1C=C(C(=NC1OC)C1CCNCC1)C=1C=NN(C1)C 4-(5-amino-6-methoxy-3-(1-methyl-1H-pyrazol-4-yl)pyridin-2-yl)piperidine